3-(2-isocyanatoethyl)indole N(=C=O)CCC1=CNC2=CC=CC=C12